1,3,6,8-tetra-(2-thienyl)-2,7-dihydroxypyrene S1C(=CC=C1)C1=C(C(=C2C=CC3=C(C(=C(C4=CC=C1C2=C34)C=3SC=CC3)O)C=3SC=CC3)C=3SC=CC3)O